N-ethyl-2-(1H-indol-3-yl)ethylamine C(C)NCCC1=CNC2=CC=CC=C12